C(C)NC=1C(C(C1)=O)=O 3-(ethylamino)cyclobut-3-ene-1,2-dione